N1=CC(=CC=C1)/C=C/C1=CC=C(OC2CN(C2)C=2C=CC=C(C2C2=CC=CC=C2)C(=O)O)C=C1 (E)-6-(3-(4-(2-(pyridin-3-yl)vinyl)phenoxy)azetidin-1-yl)-[1,1'-biphenyl]-2-carboxylic acid